FC=1C=C2C(=NN(C2=CC1C(NC=1N=CC=2N(C1)C=C(N2)[C@@H]2N(CCC2)C)=O)CCCCCCCCNC(OC(C)(C)C)=O)C tert-butyl N-{8-[5-fluoro-3-methyl-6-({2-[(2R)-1-methylpyrrolidin-2-yl]imidazo[1,2-a]pyrazin-6-yl}carbamoyl)indazol-1-yl]octyl}carbamate